sodium di-iso-octyl maleate C(\C=C/C(=O)OCCCCCC(C)C)(=O)OCCCCCC(C)C.[Na]